vinylmelamine C(=C)NC1=NC(=NC(=N1)N)N